C(=O)OCCC(CC)C formic acid, 3-methylpentyl ester